(dibenzylamino)-1-azaspiro[4.5]decane-1-carboxylic acid tert-butyl ester C(C)(C)(C)OC(=O)N1C(CCC12CCCCC2)N(CC2=CC=CC=C2)CC2=CC=CC=C2